N-[5-(azetidin-3-ylamino)-2-methyl-phenyl]-2-[5-(1-piperidylsulfonyl)indol-1-yl]propanamide N1CC(C1)NC=1C=CC(=C(C1)NC(C(C)N1C=CC2=CC(=CC=C12)S(=O)(=O)N1CCCCC1)=O)C